CN1S(C=2N(C(C1)C(=O)OC)C(C(=C(C2C2=CC(=CC=C2)C(F)(F)F)CC2=CC=CC1=CC=CC=C21)C=C)=O)(=O)=O methyl 2-methyl-8-(naphthalen-1-ylmethyl)-6-oxo-9-(3-(trifluoromethyl)phenyl)-7-vinyl-3,4-dihydro-2H,6H-pyrido[1,2-e][1,2,5]thiadiazine-4-carboxylate 1,1-dioxide